FC=1C=C2C(=NNC2=CC1OCCOC)C1=CC(=NO1)C1=CC=C(C=C1)C(=O)N1[C@H](CN(CC1)C1COC1)C 5-Fluoro-6-(2-methoxyethoxy)-3-(3-{4-[(2S)-2-methyl-4-(oxetan-3-yl)piperazin-1-carbonyl]phenyl}-1,2-oxazol-5-yl)-1H-indazol